N-(4-((6-chloroimidazo[1,2-b]pyridazin-8-yl)oxy)-3-fluorophenyl)-4-ethoxy-1-(4-fluorophenyl)-2-oxo-1,2-dihydropyridine-3-carboxamide ClC=1C=C(C=2N(N1)C=CN2)OC2=C(C=C(C=C2)NC(=O)C=2C(N(C=CC2OCC)C2=CC=C(C=C2)F)=O)F